1,4-dioxo-1,4-dihydronaphthalen-2-yl 4-fluorobenzenesulfonate FC1=CC=C(C=C1)S(=O)(=O)OC=1C(C2=CC=CC=C2C(C1)=O)=O